ClC=1C=C(C=C(C1)Cl)NC(/C=C/C=1C=C2CCC(C2=CC1)NC(CCCCCCC(=O)OC)=O)=O methyl (E)-8-((5-(3-((3,5-dichlorophenyl)amino)-3-oxoprop-1-en-1-yl)-2,3-dihydro-1H-inden-1-yl)amino)-8-oxooctanoate